Boc-3-(4-pyridyl)-L-alanine C(=O)(OC(C)(C)C)N[C@@H](CC1=CC=NC=C1)C(=O)O